C(C)(C)N1N=C(N=C1CNS(=O)C(C)(C)C)C N-[(2-isopropyl-5-methyl-1,2,4-triazol-3-yl)methyl]-2-methylpropane-2-sulfinamide